C1(=C(C=CC=C1)/C=C/C1=NNC2=CC=C(C=C12)C(=O)N1C[C@@H](CC1)N(C)C)C1=CC=CC=C1 (R,E)-(3-(2-([1,1'-biphenyl]-2-yl)vinyl)-1H-indazol-5-yl)(3-(dimethylamino)pyrrolidin-1-yl)methanone